C1C(CC2=CC=CC=C12)NC=1N=CC2=C(N1)C[C@H](C2)C2=NN=C(O2)CC(=O)N2CC1=C(CC2)N=NN1 (S)-2-(5-(2-((2,3-dihydro-1H-inden-2-yl)amino)-6,7-dihydro-5H-cyclopenta[d]pyrimidin-6-yl)-1,3,4-oxadiazol-2-yl)-1-(3,4,6,7-tetrahydro-5H-[1,2,3]triazolo[4,5-c]pyridin-5-yl)ethan-1-one